CC1=C(C=NO1)C(=O)NC1=CC=C(C=C1)C(F)(F)F 5-methyl-N-(4-(trifluoromethyl)phenyl)isoxazole-4-carboxamide